ClCC(=O)N1CCC2=C(CC1)C(=NC(=N2)NC2=CC=C(C=C2)C#N)OC2=C(C=C(C#N)C=C2C)C 4-((7-(2-Chloroacetyl)-2-((4-cyanophenyl)amino)-6,7,8,9-tetrahydro-5H-pyrimido[4,5-d]azepine-4-yl)oxy)-3,5-dimethylbenzonitrile